1-(2-Acetamidobenzo[d]thiazol-6-yl)-1-[2-(3-oxomorpholin-4-yl)ethyl]-3-(4-chlorophenyl)urea C(C)(=O)NC=1SC2=C(N1)C=CC(=C2)N(C(=O)NC2=CC=C(C=C2)Cl)CCN2C(COCC2)=O